[Br-].C(CCCCCCCCCCCCCCC)[N+](C)(C)CC1=CC(=CC=C1)C(=O)OC Cetyl-[(3-(methoxycarbonyl)phenyl)methyl]dimethyl-ammonium bromide